C(C)N1N=C(C=2C[C@@H]3[C@](CC12)(C3)C)C(=O)O.ClC3=CC=C1C(=CC(=NC1=C3Cl)N3C(CCC3)CC(=O)NCC(=O)O)N3C=NC=C3 (2-(1-(7,8-Dichloro-4-(1H-Imidazol-1-Yl)Quinolin-2-Yl)Pyrrolidin-2-Yl)Acetyl)Glycine Ethyl-(4aR,5aS)-5a-methyl-1,4,4a,5,5a,6-hexahydrocyclopropa[f]indazole-3-carboxylate